N1=CN=CN=C1O [1,3,5]triazin-6-ol